S1C(=NC2=C1C=CC=C2)C=2C=CC(=C(C=O)C2)O 5-(benzo[d]thiazole-2-yl)-2-hydroxybenzaldehyde